6-(5-(7-Ethyl-7H-imidazo[4,5-c]pyridazin-4-yl)-2-fluorophenyl)-7-methoxy-2-tosyl-1,2,3,4-tetrahydroisoquinoline C(C)N1C=NC2=C1N=NC=C2C=2C=CC(=C(C2)C=2C=C1CCN(CC1=CC2OC)S(=O)(=O)C2=CC=C(C)C=C2)F